N1=C(C=CC2=CC=CC=C12)N quinolin-amine